tert-Butyl-Amine C(C)(C)(C)N